BrC=1C=C2CCNC(C2=CC1F)=O 6-bromo-7-fluoro-3,4-dihydroisoquinolin-1(2H)-one